O1CCN(CC1)C1=C(C=C2CN(C(C2=C1)=O)CCC1COC1)NC(=O)C=1C=NN2C1N=CC=C2 N-(6-morpholino-2-(2-(oxetan-3-yl)ethyl)-1-oxoisoindolin-5-yl)pyrazolo[1,5-a]pyrimidine-3-carboxamide